Dimethylsilyl-(3-(1-phenylethyl)-indenyl)(tetramethylcyclopentadienyl)zirconium (IV) dichloride [Cl-].[Cl-].C[SiH](C)[Zr+](C1(C(=C(C(=C1)C)C)C)C)C1C=C(C2=CC=CC=C12)C(C)C1=CC=CC=C1.C[SiH](C)[Zr+](C1C=C(C2=CC=CC=C12)C(C)C1=CC=CC=C1)C1(C(=C(C(=C1)C)C)C)C